Dimethyl Pimelimidate Dihydrochloride Cl.Cl.C(CCCCCC(OC)=N)(OC)=N